FC1(CC(NCC1)C1=C(CN2C(NC(C3=C2C=CN3)=O)=S)C=CC=C1)F 1-(2-(4,4-Difluoropiperidin-2-yl)benzyl)-2-thioxo-1,2,3,5-tetrahydro-4H-pyrrolo[3,2-d]pyrimidin-4-one